(S)-3-(Boc-amino)-2-(Fmoc-amino)propionic acid C(=O)(OC(C)(C)C)NC[C@@H](C(=O)O)NC(=O)OCC1C2=CC=CC=C2C2=CC=CC=C12